FC1=CC2=C(OCCCN2C=2C=C(C(=O)OC)C(=CN2)C=2OC3=C(N2)C=CC(=C3)F)C=C1 methyl 2-(7-fluoro-3,4-dihydrobenzo[b][1,4]oxazepine-5(2H)-yl)-5-(6-fluorobenzo[d]oxazol-2-yl)isonicotinate